N-((1r-4r)-4-(2-Methoxyethoxy)cyclohexyl)-2-methyl-5-(thiazol-5-yl)-1H-benzo[d]imidazole-7-carboxamide COCCOC1CCC(CC1)NC(=O)C1=CC(=CC2=C1NC(=N2)C)C2=CN=CS2